Br[Zn]C1(CC1)C(=O)OC bromo-(1-methoxycarbonylcyclopropyl)zinc